C(CC1=CC=CC=C1)S(=O)C1=C(C=CC=C1)NC(C1=CC=CC=C1)=O N-(2-(phenethylsulfinyl)phenyl)benzamide